1-bromoimidazo[1,5-a]pyridine-7-carbaldehyde BrC=1N=CN2C1C=C(C=C2)C=O